CC1=NC=CC(=C1)C1=CC=2C=NC(=CC2N1)NC(O[C@H]1COCC1)=O (R)-tetrahydrofuran-3-yl 2-(2-methylpyridin-4-yl)-1H-pyrrolo[3,2-c]pyridin-6-ylcarbamate